(+-)-trans-N-[8-amino-7-methyl-6-(4-methyl-3-pyridyl)-3-isoquinolinyl]-2-cyano-cyclopropanecarboxamide NC=1C(=C(C=C2C=C(N=CC12)NC(=O)[C@H]1[C@@H](C1)C#N)C=1C=NC=CC1C)C |r|